tert-butyl 4-[1-[4-(trifluoromethoxy)phenyl]pyrazol-4-yl]piperazine-1-carboxylate FC(OC1=CC=C(C=C1)N1N=CC(=C1)N1CCN(CC1)C(=O)OC(C)(C)C)(F)F